(S)-3-bromo-2-methylpropan-1-ol BrC[C@H](CO)C